N-benzyl-non-2,6-diene-1-imine oxide C(C1=CC=CC=C1)[N+](=CC=CCCC=CCC)[O-]